fluorospiro[cyclohexane-1,3'-indoline] FN1CC2(C3=CC=CC=C13)CCCCC2